ClC1=C(C(=CC=2C3=C(C(NC12)=O)CN([C@H]3C)C(CNC(OC(C)(C)C)=O)=O)OC)Cl tert-butyl (S)-(2-(6,7-dichloro-8-methoxy-1-methyl-4-oxo-1,3,4,5-tetrahydro-2H-pyrrolo[3,4-c]quinolin-2-yl)-2-oxoethyl)carbamate